FC1=CC=C(OC=2C=C(C=CC2)C2=CC(=CC(=N2)C(=O)N)C=C)C=C1 6-[3-(4-fluoro-phenoxy)-phenyl]-4-vinylpyridine-2-carboxylic acid amide